2-hydroxy-8-methoxy-3-oxo-3,4-dihydropyrazino[2,3-c][1,8]naphthyridine OC1=NC2=C(C=NC=3N=C(C=CC23)OC)NC1=O